FC=1C=C2/C(/C(NC2=CC1)=O)=C/C1=C(C(=C(N1)C)C(=O)NCCNC(CCOCCOCCOCCC)=O)C N-{2-[(5-{[(3Z)-5-fluoro-2-oxo-2,3-dihydro-1H-indol-3-ylidene]methyl}-2,4-dimethyl-1H-pyrrol-3-yl)formamido]ethyl}-3-[2-(2-propoxyethoxy)ethoxy]propanamide